tert-butyl 4-oxo-3,4,5,6-tetrahydropyrido[4',3':4,5]thieno[2,3-d]pyrimidine-7(8H)-carboxylate O=C1C2=C(N=CN1)SC1=C2CCN(C1)C(=O)OC(C)(C)C